C1(CC1)OC1=C(C=CC=C1)C=1N=NN(C1)C=1C=C2CN(C(C2=CC1)=O)C1C(NC(CC1)=O)=O 3-{5-[4-(2-cyclopropoxyphenyl)-1,2,3-triazol-1-yl]-1-oxo-3H-isoindol-2-yl}piperidine-2,6-dione